FC=1C=C2C(NN=C(C2=CC1F)[C@@H](C)N(C(=O)C=1NC2=CC=CC(=C2C1)F)C)=O |r| Racemic-N-(1-(6,7-difluoro-4-oxo-3,4-dihydrophthalazin-1-yl)ethyl)-4-fluoro-N-methyl-1H-indole-2-carboxamide